C(#N)[BH3-].[Na+].C(C)(=O)N acetamide sodium cyanoborohydride